(7S)-7-(4-(methoxycarbonyl)phenyl)-1-oxa-8-azaspiro[4.5]decane-8-carboxylic acid tert-butyl ester C(C)(C)(C)OC(=O)N1[C@@H](CC2(CCCO2)CC1)C1=CC=C(C=C1)C(=O)OC